C(C1=CC=CC=C1)OCC(C(=O)[O-])Cl.[K+] potassium 3-benzyloxy-2-chloropropionate